ClC(COP(OCC(Cl)(Cl)Cl)(=O)C1=CC=CC=C1)(Cl)Cl phenyl-phosphonic acid di(trichloroethyl) ester